NCCNC=1C=NC2=CC=C(C=C2N1)C(=O)C=1C=C(C=CC1F)NC(=O)NC1=CC=C(C=C1)F 1-(3-(3-((2-aminoethyl)amino)quinoxaline-6-carbonyl)-4-fluorophenyl)-3-(4-fluorophenyl)urea